C(C=C)(=O)OC1(C2CC3CC(CC1C3)C2)CC (2-ethyl-2-adamantyl) acrylate